acrylic acid n-tetradecyl ester C(CCCCCCCCCCCCC)OC(C=C)=O